4-(1-(1-(quinolin-6-yl)-1h-indol-4-yl)ethyl)morpholine N1=CC=CC2=CC(=CC=C12)N1C=CC2=C(C=CC=C12)C(C)N1CCOCC1